OC1=C(C=C(C=C1)N1N=CC(NC1=O)=O)C 2-(4-hydroxy-3-methylphenyl)-2,3,4,5-tetrahydro-1,2,4-triazine-3,5-dione